(R)-1-[3-(ethylsulfonimidoyl)-4-[3-methyl-6-(trifluoromethyl)imidazo[4,5-b]pyridin-2-yl]phenyl]cyclopropanecarbonitrile C(C)[S@](=O)(=N)C=1C=C(C=CC1C1=NC=2C(=NC=C(C2)C(F)(F)F)N1C)C1(CC1)C#N